NC1=CC(=C2C(=N1)NC(=C2C2=CC=NC=C2)C2=CC=C(C=C2)F)OC 6-Amino-2-(4-fluorophenyl)-4-methoxy-3-(4-pyridyl)-1H-pyrrolo[2,3-b]pyridine